BrC=1C=C(C(=NC1)N1CCN(CC1)C(=O)OCCCC)F butyl 4-(5-bromo-3-fluoro-2-pyridyl)piperazine-1-carboxylate